5-([1,1'-Biphenyl]-3-ylmethyl)-4-oxo-6-azaspiro[2.5]octane-6-carboxylic acid tert-butyl ester C(C)(C)(C)OC(=O)N1C(C(C2(CC2)CC1)=O)CC=1C=C(C=CC1)C1=CC=CC=C1